C[C@@H]1[C@H]([C@@H]([C@@H]([C@H](O1)O)O[C@@H]2[C@H]([C@H]([C@@H]([C@H](O2)C)NC(=O)[C@H](CCO)O)O)O[C@@H]3[C@H]([C@H]([C@@H]([C@H](O3)C)NC(=O)[C@H](CCO)O)O)OC)O)NC(=O)[C@H](CCO)O The molecule is an amido trisaccharide fragment which mimicks the terminus of the O-polysaccharide of Vibrio cholerae O:1, serotype Ogawa. It derives from an alpha-D-mannose.